ClC=1C=C2C(=CC(=C(C2=CC1)OC(C(=C)C)=O)Cl)OC1=CC=CC=C1 6-chloro-2-chloro-4-phenoxy-1-methacryloyloxynaphthalene